C(C1=CC=CC=C1)OC1=CC=C(C=N1)CNC1=CC(=NC=2N1N=CC2CC)N2[C@@H](CCCC2)CCO 2-[(2S)-1-[7-[(6-benzyloxy-3-pyridyl)methylamino]-3-ethyl-pyrazolo[1,5-a]pyrimidin-5-yl]-2-piperidyl]ethanol